C(CCCCCCCCCCCCC)(=O)C(CCCC(=O)O)CC(CCCCCCCCCCCCC)=O 5,6-dimyristoyl-hexanoic acid